6-(1H-pyrazol-4-yl)pyrrolo[2,3-b]pyridine-2-carboxamide N1N=CC(=C1)C1=CC=C2C(=N1)NC(=C2)C(=O)N